CN1N=NC2=C1C(N(C=C2)CC2=NC(=NO2)[C@@H]2CO[C@H](C2)C2=CC=C(C=C2)F)=O |r| 3-methyl-5-[[3-[rac-(3R,5R)-5-(4-fluorophenyl)tetrahydrofuran-3-yl]-1,2,4-oxadiazol-5-yl]methyl]triazolo[4,5-c]pyridin-4-one